3-(4-Hydroxy-3-methylphenyl)-indole OC1=C(C=C(C=C1)C1=CNC2=CC=CC=C12)C